trans-4-[(5-cyanoindazol-1-yl)methyl]cyclohexanecarboxylic acid C(#N)C=1C=C2C=NN(C2=CC1)C[C@@H]1CC[C@H](CC1)C(=O)O